[Pt+2].C1(=CC=CC=C1)C=1C(=NC=CC1)C(C)(C)C1=NC=CC=C1C1=CC=CC=C1.[Pt+2] platinum (II) [bis(phenylpyridinyl)propane] platinum (II)